4-((5-(4-bromophenyl)pyridin-2-yl)thio)-1H-1,2,3-triazole-5-carboxylic acid BrC1=CC=C(C=C1)C=1C=CC(=NC1)SC=1N=NNC1C(=O)O